O-(Mesitylsulfonyl)-hydroxylamin C1(=C(C(=CC(=C1)C)C)S(=O)(=O)ON)C